triazine-4-amine ammonium salt [NH4+].N1=NN=C(C=C1)N